1-(4-isopropylcyclohexyl)-ethanol C(C)(C)C1CCC(CC1)C(C)O